C1(=CC=C(C=C1)C(C)=O)C (E)-1-(p-tolyl)ethan-1-one